DIETHYLENE GLYCOL MONOLAURATE C(CCCCCCCCCCC)(=O)OCCOCCO